BrC1=CC=C(CNC(CCC2=CC=CC=C2)=O)C=C1 N-(4-bromobenzyl)-3-phenylpropionamide